CC1(CC(CN1)N1CCOCC1)C 4-(5,5-dimethylpyrrolidin-3-yl)morpholine